N-(2-chloro-3-(((3-cyano-6-(1-methyl-1H-pyrazol-4-yl)pyrazolo[1,5-a]pyridin-4-yl)oxy)methyl)-6-fluorophenyl)acrylamide ClC1=C(C(=CC=C1COC=1C=2N(C=C(C1)C=1C=NN(C1)C)N=CC2C#N)F)NC(C=C)=O